SODIUM dibenzyldithiocarbamate C(C1=CC=CC=C1)N(C([S-])=S)CC1=CC=CC=C1.[Na+]